[1,2,4]triazolo[4,3-a]pyridin-3-one N=1NC(N2C1C=CC=C2)=O